5-(2,3-dichlorophenyl)-2-(2,4-difluorophenoxy)-6H-pyrimido[1,6-b]pyridazin-6-one ClC1=C(C=CC=C1Cl)C=1C(N=CN2N=C(C=CC21)OC2=C(C=C(C=C2)F)F)=O